OCC(=O)N[C@@H](CS)C(=O)O N-(2-hydroxyacetyl)-L-cysteine